3-{[1-(4-chloro-3-fluorophenyl)-3-ethyl-1H-1,2,4-triazol-5-yl]methyl}-1-{[1-(quinoxalin-6-yl)-1H-1,2,4-triazol-5-yl]methyl}urea ClC1=C(C=C(C=C1)N1N=C(N=C1CNC(NCC1=NC=NN1C=1C=C2N=CC=NC2=CC1)=O)CC)F